[K].C1CCC2=C(C=3CCCC3C=C12)NC(=O)NS(=O)(=O)C1CC2CCC(C1)N2C(C)C N-((1,2,3,5,6,7-Hexahydro-s-indacen-4-yl)carbamoyl)-8-isopropyl-8-azabicyclo[3.2.1]octane-3-sulfonamide, potassium salt